FC1(CCN(CC1)C1=C(C=C(C=N1)C1=NC(=NO1)C(=O)O)F)F 5-(6-(4,4-difluoropiperidin-1-yl)-5-fluoropyridin-3-yl)-1,2,4-oxadiazole-3-carboxylic acid